C(#C)C1=CC=C2C=3C=CC(=CC3C(C2=C1)(CCCCCCCC)CCCCCCCC)C1=CC=C(C=C1)N(C1=CC=C(C=C1)C1=CC=C(C=C1)OCCCCCC)C1=CC=C(C=C1)C1=CC=C(C=C1)OCCCCCC N-[4-(7-ethynyl-9,9-dioctyl-fluoren-2-yl)phenyl]-4-(4-hexyloxyphenyl)-N-[4-(4-hexyloxyphenyl)phenyl]aniline